N-(2'-(4,4-difluorocyclohexyl)-3-fluoro-[2,4'-bipyridin]-3'-yl)-5-fluoro-6-methoxynicotinamide FC1(CCC(CC1)C1=NC=CC(=C1NC(C1=CN=C(C(=C1)F)OC)=O)C1=NC=CC=C1F)F